C[Bi](O[Bi](C)(C)(C)O[Bi](C)(C)(C)C)(C)(C)C bis(tetramethyl-λ5-bismuthanyloxy)(trimethyl)-λ5-bismuthane